27-(((9Z,12Z,15Z)-octadeca-9,12,15-trienoyl)oxy)-heptacosanoic acid C(CCCCCCC\C=C/C\C=C/C\C=C/CC)(=O)OCCCCCCCCCCCCCCCCCCCCCCCCCCC(=O)O